FC(C=1C=C2N=CC=3N(C2=CC1)C=CC3)(F)F 7-(trifluoromethyl)pyrrolo[1,2-a]quinoxaline